C1(CCCC1)NC1=C2C(=NC(=N1)OCCO)N(N=C2)[C@H]2[C@@H]([C@@H]([C@H](O2)CO[C@@](CO)(C)P(O)(O)=O)O)O ((S)-2-(((2R,3S,4R,5R)-5-(4-(cyclopentylamino)-6-(2-hydroxyethoxy)-1H-pyrazolo[3,4-d]pyrimidin-1-yl)-3,4-dihydroxytetrahydrofuran-2-yl)methoxy)-1-hydroxypropan-2-yl)phosphonic acid